2-(1H-pyrazol-4-yl)-N-(3-(pyridin-2-yl)-1H-pyrazol-4-yl)thiazole-4-carboxamide formate C(=O)O.N1N=CC(=C1)C=1SC=C(N1)C(=O)NC=1C(=NNC1)C1=NC=CC=C1